N-(cyclopropylmethoxy)-3,4-difluoro-benzamide C1(CC1)CONC(C1=CC(=C(C=C1)F)F)=O